N'-(3-methoxyphenyl)-2-((4-oxo-2-phenyl-4H-benzopyran-3-yl)oxy)acethydrazide COC=1C=C(C=CC1)NNC(COC1=C(OC2=C(C1=O)C=CC=C2)C2=CC=CC=C2)=O